2-cyclopropyl-N-(1,1-dimethylsilolan-3-yl)-4H-pyrrolo[2,3-d]thiazole-5-carboxamide C1(CC1)C=1SC2=C(N1)NC(=C2)C(=O)NC2C[Si](CC2)(C)C